(1S,2R)-2-fluoro-7-(methylsulfonyl)-4-(4,4,5,5-tetramethyl-1,3,2-dioxaborol-2-yl)-2,3-dihydro-1H-indene-1-ol F[C@H]1[C@H](C2=C(C=CC(=C2C1)B1OC(C(O1)(C)C)(C)C)S(=O)(=O)C)O